(S)-N-(2-((6-oxo-5-(trifluoromethyl)-1,6-dihydropyridazin-4-yl)amino)propoxy)-2-(1-(5-(trifluoromethyl)pyridin-2-yl)piperidin-4-yl)acetamide O=C1C(=C(C=NN1)N[C@H](CONC(CC1CCN(CC1)C1=NC=C(C=C1)C(F)(F)F)=O)C)C(F)(F)F